(E)-but-2-enoic acid isopropyl ester C(C)(C)OC(\C=C\C)=O